C(CCCCCCC)C1=CC=C(C=C1)C1=CC=CC=C1 4-octyl-[1,1-biphenyl]